ClCCCC1=C(C=CC=C1)OB(O)O chloropropyl-phenyl-boric acid